(S)-4-(2,3-dihydrobenzofuran-5-yl)-2-(2-methylazetidin-1-yl)-6,7-dihydro-5H-cyclopenta[d]pyrimidine O1CCC2=C1C=CC(=C2)C=2C1=C(N=C(N2)N2[C@H](CC2)C)CCC1